BrC1=NC2=CC=CC(=C2C=C1)C(F)(F)F 2-bromo-5-trifluoromethylquinoline